CC1=C(C=CC2=C1C=C(O2)C(=O)O)N2CCC(CC2)OC2=NC=C(C=C2)C(F)(F)F 4-methyl-5-[4-(5-trifluoromethyl-pyridin-2-yloxy)-piperidin-1-yl]-benzofuran-2-carboxylic acid